ClCC1=C(N=CN1CC)C#N 5-(chloromethyl)-1-ethylimidazole-4-carbonitrile